ClC=1C=C(C=CC1)/C=C/C(=O)NC1=NC=NC(=C1)Cl (E)-3-(3-chlorophenyl)-N-(6-chloropyrimidin-4-yl)acrylamide